C(C=C)N1CC=NC2=CC=CC=C12 1-allylquinoxalin